C(C=C)[C@]1([C@H](N(C[C@@H]1O)C(=O)OCC1=CC=CC=C1)C(=O)OC)CO[Si](C)(C)C(C)(C)C (2S,3S,4R)-1-benzyl 2-methyl 3-allyl-3-(((tert-butyldimethylsilyl)oxy)methyl)-4-hydroxypyrrolidine-1,2-dicarboxylate